2-(1-acryloyl-4-(8-chloro-4-(3-(dimethylamino)azetidin-1-yl)-6-fluoro-7-(2-methoxy-naphthalen-1-yl)-1H-imidazo[4,5-c]quinolin-1-yl)piperidin-2-yl)acetonitrile C(C=C)(=O)N1C(CC(CC1)N1C=NC=2C(=NC=3C(=C(C(=CC3C21)Cl)C2=C(C=CC1=CC=CC=C21)OC)F)N2CC(C2)N(C)C)CC#N